5-(4-(1H-Pyrrolo[2,3-c]pyridin-2-yl)phenyl)-6-fluoro-N-methylpyridin-2-amine N1C(=CC=2C1=CN=CC2)C2=CC=C(C=C2)C=2C=CC(=NC2F)NC